7,12-diethenyl-3,8,13,17-tetramethyl-21H,23H-porphine C(=C)C=1C2=CC3=C(C=C(N3)C=C3C=C(C(C=C4C(=C(C(=CC(C1C)=N2)N4)C=C)C)=N3)C)C